5-(4-((1-(4-(2-(3-Chloro-4-cyanophenyl)-3-meth-yl-2,8-diazaspiro[4.5]decan-8-yl)benzoyl)-piperidin-4-yl)methyl)-piperazin-1-yl)-N-(2,6-dioxopiperidin-3-yl)-picolinamide ClC=1C=C(C=CC1C#N)N1CC2(CC1C)CCN(CC2)C2=CC=C(C(=O)N1CCC(CC1)CN1CCN(CC1)C=1C=CC(=NC1)C(=O)NC1C(NC(CC1)=O)=O)C=C2